CC=1N=C(NC1C)C1=NC=CC(=C1)C=1CN(C=CC1)CC1OCCC1 2'-(4,5-Dimethyl-1H-imidazol-2-yl)-N-((tetrahydrofuran-2-yl)methyl)-3,4'-bipyridine